ClC1=CC=C(C=C1)[C@@]1(N(C(C2=CC(=CC=C12)C(C(=O)NC)(C)O)=O)CC1=NC=C(C=C1)Cl)OC 2-[(1R)-1-(4-Chlorophenyl)-2-[(5-chloropyridin-2-yl)methyl]-1-methoxy-3-oxo-2,3-dihydro-1H-isoindol-5-yl]-2-hydroxy-N-methylpropanamid